(1R)-3-oxo-3'-(trifluoromethyl)spiro[cyclohexane-1,1'-indene]-4-carboxylic acid methyl ester COC(=O)C1C(C[C@@]2(C=C(C3=CC=CC=C23)C(F)(F)F)CC1)=O